1-(3-(1,1-difluoro-2-hydroxyethyl)phenyl)ethan-1-one FC(CO)(F)C=1C=C(C=CC1)C(C)=O